1-(2-Hydroxy-3-(2-ethylhexyloxy)-propan-1-yl)-3-(4-vinylbenzyl)-1H-imidazolium iodid [I-].OC(CN1C=[N+](C=C1)CC1=CC=C(C=C1)C=C)COCC(CCCC)CC